6-methyl-N6-(p-tolyl)pyridine-2,6-dicarboxamide CC1(C=CC=C(N1)C(=O)N)C(=O)NC1=CC=C(C=C1)C